2-fluoro-N6-cyclohexyladenine FC1=NC(=C2NC=NC2=N1)NC1CCCCC1